C1(=CC=CC=C1)C1=C(C(=C(C=C1)C1=CC=CC=C1)NC1=C(C=CC(=C1NC1=CC=CC2=CC=CC=C12)C1=CC=CC=C1)C1=CC=CC=C1)NC1=CC=CC2=CC=CC=C12 bis(phenylnaphthylaminobiphenylyl)amine